2-[1-(cyclobutylamino)cyclopropyl]-1H-benzimidazole-4-carboxamide C1(CCC1)NC1(CC1)C1=NC2=C(N1)C=CC=C2C(=O)N